COC=1C=C(C=CC1OC)N1C(C(=C(C1CC)C1=CC=C(C=C1)C(F)(F)F)O)=O 1-(3,4-Dimethoxyphenyl)-5-ethyl-3-hydroxy-4-(4-(trifluoromethyl)phenyl)-1,5-dihydro-2H-pyrrol-2-one